NC1=C(C(=O)N)C=CC(=N1)N1N=CC(=C1C(F)(F)F)C(NC=1C(=NC(=C(C1)Cl)N1N=CC=N1)C)=O 2-amino-6-(4-((5-chloro-2-methyl-6-(2H-1,2,3-triazol-2-yl)pyridin-3-yl)carbamoyl)-5-(trifluoromethyl)-1H-pyrazol-1-yl)nicotinamide